FC1(CC(CC1)O)F 3,3-difluorocyclopentan-1-ol